CN(C1=CC=C(C=N1)OB(O)O)C (6-(dimethylamino)pyridin-3-yl)boric acid